1-hexadecyl-3-methyl-imidazole dimethyl-phosphate COP(=O)(OC)O.C(CCCCCCCCCCCCCCC)N1CN(C=C1)C